N1(CCC1)S(=O)(=N)C1(CC1)COC=1N=CC=C2C=C(C(N(C12)C)=O)C(=O)NCC1=CC=C(C=C1)C#N 8-((1-(azetidine-1-sulfonimidoyl)cyclopropyl)methoxy)-N-(4-cyanobenzyl)-1-methyl-2-oxo-1,2-dihydro-1,7-naphthyridine-3-carboxamide